COC=1C=C(C=CC1OC)[C@H](C(F)F)N[C@H](C(=O)O)CCC(C)(C)C (2S)-2-{[(1R)-1-(3,4-dimethoxyphenyl)-2,2-difluoroethyl]amino}-5,5-dimethylhexanoic acid